[Fe-3](C#N)(C#N)(C#N)(C#N)(C#N)C#N.[Ca+2].[Fe-3](C#N)(C#N)(C#N)(C#N)(C#N)C#N.[Ca+2].[Ca+2] Calcium ferricyanide